N=1C=NN2C1C=C(C=C2)OC2=C(C(=C(C=C2)NC=2C1=C(N=CN2)C=CC(=N1)[C@@H]1[C@H]2CN([C@@H](C1)CC2)C(=O)OC(C)(C)C)F)C |o1:27,28,31| rel-tert-butyl (1R,4S,5S)-5-(4-((4-([1,2,4]triazolo[1,5-a]pyridin-7-yloxy)-2-fluoro-3-methylphenyl)amino)pyrido[3,2-d]pyrimidin-6-yl)-2-azabicyclo[2.2.2]octane-2-carboxylate